2-hydroxy-3-methacryl-oxypropyl-sulfonic acid OC(CS(=O)(=O)O)COC(=O)C(=C)C